ClC=1C=C(C=C(C1CC1=CC(=C(C=C1)O)C(C)C)Cl)SCC(=O)NC=1N=NC=CC1 2-((3,5-dichloro-4-(4-hydroxy-3-isopropylbenzyl)phenyl)thio)-N-(pyridazin-3-yl)acetamide